3-((5-chloro-2-((2-(difluorometh-oxy)-4-morpholinophenyl)amino)-pyrimidin-4-yl)amino)thiophene-2-carboxamide ClC=1C(=NC(=NC1)NC1=C(C=C(C=C1)N1CCOCC1)OC(F)F)NC1=C(SC=C1)C(=O)N